FC(C(=O)O)(F)F.C1(=CC=CC2=CC=CC=C12)[C@@H](C)N1CCC(CC1)N(CC(=O)NCC(NCC#C)=O)S(N)(=O)=O (R)-2-((1-(1-(naphthalen-1-yl)ethyl)piperidin-4-yl)(sulfamoyl)amino)-N-(2-oxo-2-(prop-2-yn-1-ylamino)ethyl)acetamide 2,2,2-trifluoroacetate